(R)-N-(1-(4-chlorophenyl)ethyl)-5-(N-methylsulfamoyl)thiophene-2-carboxamide ClC1=CC=C(C=C1)[C@@H](C)NC(=O)C=1SC(=CC1)S(NC)(=O)=O